FC=1C(=NC=CC1O)NC1C(NC(CC1)=O)=O 3-((3-Fluoro-4-hydroxypyridin-2-yl)amino)piperidine-2,6-dione